5-methyl-N-(5-methyl-1,3,4-thiadiazol-2-yl)-4-((1R,2S)-2-((tetrahydro-2H-pyran-4-ylmethyl)amino)cyclopropyl)thiophene-2-carboxamide Hydrochloride Cl.CC1=C(C=C(S1)C(=O)NC=1SC(=NN1)C)[C@@H]1[C@H](C1)NCC1CCOCC1